FC1([C@H](OC1)[C@]1(CN(CC1)CC=1SC=C(N1)C(C)C)CCC1=CC=C(C#N)C=C1)F |o1:2| 4-(2-((R)-3-((R or S)-3,3-difluorooxetan-2-yl)-1-((4-isopropylthiazol-2-yl)methyl)pyrrolidin-3-yl)ethyl)benzonitrile